((1R)-2-(benzofuran-3-yl)-1-(3-((3-methoxybenzyl)amino)-2-methyl-3-oxopropanamido)ethyl)boronic acid O1C=C(C2=C1C=CC=C2)C[C@H](NC(C(C(=O)NCC2=CC(=CC=C2)OC)C)=O)B(O)O